C1(=CC=CC2=CC=CC=C12)C=1C(=C(C=CC1NC1=CC(=CC=C1)C)C1=CC=C(C=C1)NC1=CC(=CC=C1)C)C1=CC=CC2=CC=CC=C12 bis(1-naphthyl)-N,N'-bis(3-methylphenyl)-(1,1'-biphenyl)-4,4'-diamine